N-(5-((5-ethylhexahydropyrrolo[3,4-c]pyrrol-2(1H)-yl)methyl)pyridin-2-yl)-5-fluoro-4-((R)-5-fluoro-1-methyl-2,3-dihydro-1H-benzo[d]pyrrolo[1,2-a]imidazol-7-yl)pyrimidin-2-amine C(C)N1CC2C(C1)CN(C2)CC=2C=CC(=NC2)NC2=NC=C(C(=N2)C2=CC1=C(N=C3N1[C@@H](CC3)C)C(=C2)F)F